2-methyl-5-(naphthalene-2-sulfonylamino)naphtho[1,2-b]furan-3-carboxylic acid methyl ester COC(=O)C=1C2=C(OC1C)C1=CC=CC=C1C(=C2)NS(=O)(=O)C2=CC1=CC=CC=C1C=C2